N-(2-(4-ethylpiperazin-1-yl)-4-methylquinolin-6-yl)-4-(1-methylpiperidin-4-yl)piperazine-1-carbothioamide C(C)N1CCN(CC1)C1=NC2=CC=C(C=C2C(=C1)C)NC(=S)N1CCN(CC1)C1CCN(CC1)C